NC1=NC=CC=C1C1=NC=2C(=NC(=CC2)C2=CC=CC=C2)N1C1=CC=C(C=C1)C1(CCC1)NCC=1C=C2C(N(C(C2=CC1)=O)N1C(NC(CC1)=O)=O)=O 5-(((1-(4-(2-(2-aminopyridin-3-yl)-5-phenyl-3H-imidazo[4,5-b]pyridin-3-yl)phenyl)cyclobutyl)amino)methyl)-2-(2,4-dioxotetrahydropyrimidin-1(2H)-yl)isoindoline-1,3-dione